1-((7-((2S,4R)-4-Amino-2-phenylpiperidine-1-carbonyl)-7-azaspiro[4.5]decan-10-yl)methyl)pyrazin-2(1H)-one N[C@H]1C[C@H](N(CC1)C(=O)N1CC2(CCCC2)C(CC1)CN1C(C=NC=C1)=O)C1=CC=CC=C1